C(CCCN1N=C(C=C1C(=O)NC=1C=C(C=CC1)C)C1=CC=NC=C1)N1N=C(C=C1C(=O)NC=1C=C(C=CC1)C)C1=CC=NC=C1 1,1'-(butane-1,4-diyl)bis(3-(pyridin-4-yl)-N-(m-tolyl)-1H-pyrazole-5-carboxamide)